FC1(C(N(C2=C(N(C1)C(C)C)N=C(N=C2)NC2=C(C=C(C(=O)NCC1CC3(C1)CCN(CC3)C(=O)OCCCC)C=C2)OC)C)=O)F butyl 2-((4-((7,7-difluoro-9-isopropyl-5-methyl-6-oxo-6,7,8,9-tetrahydro-5H-pyrimido[4,5-b][1,4]diazepin-2-yl)amino)-3-methoxybenzamido)methyl)-7-azaspiro[3.5]nonane-7-carboxylate